NCC1=C(C(=CC(=C1)CN)CN)O 2,4,6-trisaminomethylphenol